ONC(C1=CC=C(C=C1)CN(C(COC1=C(OC2=C(C1=O)C=CC=C2)C2=CC=CC=C2)=O)C)=O N-hydroxy-4-((N-methyl-2-((4-oxo-2-phenyl-4H-benzopyran-3-yl)oxy)acetamido)methyl)benzamide